CC=1C=C(C=C(C1)COC1=C(C=C(C#N)C=C1)F)COC1=C(C=C(C#N)C=C1)F 4,4'-((5-methyl-1,3-phenylene)bis(methylene)bis(oxy))bis(3-fluorobenzonitrile)